1-{2-[(2S)-2-cyclopropylmorpholin-4-yl]ethyl}-4-[3-(1-ethyl-3-methyl-1H-pyrazol-5-yl)-1H-1,2,4-triazol-5-yl]-1H-indazole-6-carboxamide C1(CC1)[C@H]1CN(CCO1)CCN1N=CC2=C(C=C(C=C12)C(=O)N)C1=NC(=NN1)C1=CC(=NN1CC)C